4-amino-N-[4-(methoxymethyl)phenyl]-7-(1-Methylcyclopropyl)-6-((tetrahydro-2H-pyran-4-yl)ethynyl)-7H-pyrrolo[2,3-d]pyrimidine-5-carboxamide NC=1C2=C(N=CN1)N(C(=C2C(=O)NC2=CC=C(C=C2)COC)C#CC2CCOCC2)C2(CC2)C